C=C(C)CCC[C@@H](C)[C@H]1CC[C@H]2[C@@H]3CC(C4CC(CC[C@]4(C)[C@H]3CC[C@]12C)=O)S(=O)(=O)O cholesten-3-one-6-sulfonic acid